NC1=C(C(=O)NNC(C2=CC=C(C=C2)F)=O)C=C(C=N1)Br 2-amino-5-bromo-N'-(4-fluorobenzoyl)nicotinoyl-hydrazine